N3-(2-(3-Chloro-1-methyl-1H-pyrazol-4-yl)pyrimidin-4-yl)-N5,N5-dimethyl-8-((2R,3S)-2-methyl-3-((methanesulfonyl)methyl)azetidin-1-yl)isoquinoline-3,5-diamine ClC1=NN(C=C1C1=NC=CC(=N1)NC=1N=CC=2C(=CC=C(C2C1)N(C)C)N1[C@@H]([C@H](C1)CS(=O)(=O)C)C)C